C(C)(=O)NC1=CC(=C(C(=C1)C)Br)C N-acetyl-3,5-dimethyl-4-bromoaniline